3-(8-Amino-6-(trifluoromethyl)imidazo[1,2-a]pyrazin-3-yl)-N-(1-cyano-2-oxabicyclo[2.1.1]hexan-4-yl)-4-methylbenzenesulfonamide Trifluoroacetate Salt FC(C(=O)O)(F)F.NC=1C=2N(C=C(N1)C(F)(F)F)C(=CN2)C=2C=C(C=CC2C)S(=O)(=O)NC21COC(C2)(C1)C#N